methyl 3',5'-dichloro-5-hydroxy-[1,1'-biphenyl]-3-carboxylate ClC=1C=C(C=C(C1)Cl)C1=CC(=CC(=C1)O)C(=O)OC